FC1=NC=C(C(=C1)F)[N+](=O)[O-] 2,4-difluoro-5-nitro-pyridine